NC1=NC(=CC(=N1)N1CCC2(CCNC2)CC1)O[C@@H](C(F)(F)F)C1=C(C=C(C=C1)Cl)C1=CC=CC=C1 8-{2-amino-6-[(1R)-1-(5-chloro[1,1'-biphenyl]-2-yl)-2,2,2-trifluoroethoxy]pyrimidin-4-yl}-2,8-diazaspiro[4.5]decane